ClC=1C(=NC(=NC1)NC1=CC=C(C=C1)N=S1(CCN(CC1)C)=O)N1C=CC2=CC(=CC=C12)NC(C=C)=O N-[1-[5-Chloro-2-[4-[(4-methyl-1-oxo-1,4-thiazinan-1-ylidene)amino]anilino]pyrimidin-4-yl]indol-5-yl]prop-2-enamide